[Si](C)(C)(C(C)(C)C)OC1=C(C=CC(=C1)F)C(=O)C1=CC=CC=C1 (2-tert-butyldimethylsilyloxy-4-fluorophenyl)(phenyl)methanone